CC(CNC(=O)N1C=NC(=C1)C=1C=NC=CC1)CC1=CC=CC=C1 N-(2-methyl-3-phenylpropyl)-4-(pyridin-3-yl)-1H-imidazole-1-carboxamide